(2S,3R)-2-[(3-chloro-2-fluorophenyl)methyl]-3-[(ethanesulfonyl)amino]-4,4-difluoropyrrolidine-1-carboxylic acid tert-butyl ester C(C)(C)(C)OC(=O)N1[C@H]([C@H](C(C1)(F)F)NS(=O)(=O)CC)CC1=C(C(=CC=C1)Cl)F